1,1-dimethyl-2,2,2-trichloroethyl carbamate 1-methyl-1-(4-biphenylyl)ethyl-carbamate CC(C)(C1=CC=C(C=C1)C1=CC=CC=C1)NC(O)=O.C(N)(OC(C(Cl)(Cl)Cl)(C)C)=O